BrC=1N=C2C(=C(C(N(C2=CC1)C)=O)[N+](=O)[O-])N1CCN(CC1)C(C1=C(C=CC=C1)O)C1=C(C=C(C=C1)C)F 6-bromo-4-{4-[(2-fluoro-4-methylphenyl)(2-hydroxyphenyl)methyl]piperazin-1-yl}-1-methyl-3-nitro-1,2-dihydro-1,5-naphthyridin-2-one